2-[5-amino-3-(4-methoxyphenyl)-1H-pyrazol-1-yl]thiazole-4-carboxamide NC1=CC(=NN1C=1SC=C(N1)C(=O)N)C1=CC=C(C=C1)OC